4-bromo-2,6-difluoro-benzoic acid methyl ester COC(C1=C(C=C(C=C1F)Br)F)=O